N1C(=NC2=C1C=CC=C2)CNC2=NC(=NC=1N2N=CC1Br)S(=O)(=O)C N-[(1H-benzimidazol-2-yl)methyl]-8-bromo-2-(methanesulfonyl)pyrazolo[1,5-a][1,3,5]triazin-4-amine